6-(2-fluorophenyl)-3-(((1R,5S)-8-hydroxy-3-((R)-3-phenylbutyryl)-3-azabicyclo[3.2.1]oct-8-yl)methyl)pyrimidin-4(3H)-one FC1=C(C=CC=C1)C1=CC(N(C=N1)CC1([C@H]2CN(C[C@@H]1CC2)C(C[C@@H](C)C2=CC=CC=C2)=O)O)=O